C(C)(C)(C)OC(C1=C(C=CC=C1)N[C@H](C)C=1C=C(C(=C2C(C(=C(OC12)CC)C)=O)S)C)=O.CC1=CC=C(C=C1)C#CC1=CC=CC=C1 1-Methyl-4-(phenylethynyl)benzene tert-butyl-2-[[(1R)-1-(2-ethyl-sulfanyl-3,6-dimethyl-4-oxo-chromen-8-yl)ethyl]amino]benzoate